4,4-bis(((Z)-non-2-en-1-yl)oxy)butanoic acid 7-bromoheptyl ester BrCCCCCCCOC(CCC(OC\C=C/CCCCCC)OC\C=C/CCCCCC)=O